ClC1=NC=CC(=C1)CNC(=O)NC1CC(C1)C(F)(F)F 1-[(2-chloropyridin-4-yl)methyl]-3-[(1r,3r)-3-(trifluoromethyl)cyclobutyl]urea